N(C1=CC=CC=C1)C1=NC=CC(=N1)C1=CC(NC(=C1)N1C(CCCC1)C(F)(F)F)=O 4-(2-anilinopyrimidin-4-yl)-6-[2-(trifluoromethyl)-1-piperidinyl]-1H-pyridin-2-one